C(C)(C)(C)OC(=O)N1CC2(C1)CN(C2)C2=C(C=C1C=C(N=NC1=C2)OS(=O)(=O)C(F)(F)F)C2CC2 6-[6-cyclopropyl-3-(trifluoromethanesulfonyl-oxy)cinnolin-7-yl]-2,6-diazaspiro[3.3]heptane-2-carboxylic acid tert-butyl ester